C1CC12NCCN(C2)[C@@H]2CC[C@H](CC2)N2C=C(C1=C2N=CN=C1N)C1=CC=C(C=C1)OC1=CC=CC=C1 7-((trans)-4-(4,7-diazaspiro[2.5]octan-7-yl)cyclohexyl)-5-(4-phenoxyphenyl)-7H-pyrrolo[2,3-d]pyrimidin-4-amine